bis[3-(4-aminophenoxy)phenyl]methane methyl-((1r,3r)-3-(4-(isopropylamino)-6-(1H-pyrazol-4-yl)quinoline-3-carboxamido)cyclobutyl)carbamate CN(C(O)=O)C1CC(C1)NC(=O)C=1C=NC2=CC=C(C=C2C1NC(C)C)C=1C=NNC1.NC1=CC=C(OC=2C=C(C=CC2)CC2=CC(=CC=C2)OC2=CC=C(C=C2)N)C=C1